N-i-propyl-N'-phenyl-p-phenylenediamine C(C)(C)NC1=CC=C(C=C1)NC1=CC=CC=C1